CS(=O)(=O)S(=O)(=O)OO/N=C(\C)/OCC ethyl (E)-N-((methylsulfonylsulfonyloxy)oxy)acetimidate